COC(CCCCCCOC1=CC=C(C=C1)C(C)=O)=O 7-(4-Acetylphenoxy)heptanoic acid methyl ester